ClC1=NN(C(C2=CC=CC(=C12)CC1CC2(CN(C2)CCNC2=CC=3N(C=C2F)C=NN3)C1)=O)C chloro-5-((2-(2-((6-fluoro-[1,2,4]triazolo[4,3-a]pyridin-7-yl)amino)ethyl)-2-azaspiro[3.3]heptan-6-yl)methyl)-2-methylphthalazin-1(2H)-one